(1r,4r)-N1-(5-Chloro-4-(6-(6-(piperazin-1-yl)pyridin-3-yl)imidazo[1,2-a]pyridin-3-yl)pyrimidin-2-yl)cyclohexane-1,4-diamine ClC=1C(=NC(=NC1)NC1CCC(CC1)N)C1=CN=C2N1C=C(C=C2)C=2C=NC(=CC2)N2CCNCC2